N,N'-bis(3-(3,5-di-tert-butyl-4-hydroxyphenyl)propionyl)hexanediamine C(C)(C)(C)C=1C=C(C=C(C1O)C(C)(C)C)CCC(=O)NC(CCCCC)NC(CCC1=CC(=C(C(=C1)C(C)(C)C)O)C(C)(C)C)=O